3,5-dimethyl-4-((4-nitrophenyl)selanyl)-1-phenyl-1H-pyrazole CC1=NN(C(=C1[Se]C1=CC=C(C=C1)[N+](=O)[O-])C)C1=CC=CC=C1